Cl.ClC1=C(C=CC=C1Cl)N1CCN(CC1)CC[C@@H]1CC[C@H](CC1)NC(=O)N(C)C trans-1-{4-[2-[4-(2,3-dichlorophenyl)-piperazin-1-yl]-ethyl]-cyclohexyl}-3,3-dimethylurea hydrochloride